2-(10H-phenothiazin-10-yl)ethanol C1=CC=CC=2SC3=CC=CC=C3N(C12)CCO